C(C)(C)(C)OC(=O)C1=C2C(=C(NC2=CC=C1)C)C(C1=CC=C(C=C1)F)=O tert-butoxycarbonyl-3-(4-fluorobenzoyl)-2-methylindole